NN1C=NN=C1 4-Amino-1,2,4-triazol